ClC1=C(NCC2=CC(=C(C(=C2)O)N2CC(NS2(=O)=O)=O)F)C=C(C=C1)F 5-[4-[(2-chloro-5-fluoro-anilino)methyl]-2-fluoro-6-hydroxy-phenyl]-1,1-dioxo-1,2,5-thiadiazolidin-3-one